5-chloro-1'-{2-[4-(3-methanesulfonyloxetan-3-yl)phenoxy]ethyl}-1-(2,2,2-trifluoroethyl)-1,2-dihydrospiro[indole-3,4'-piperidin]-2-one ClC=1C=C2C(=CC1)N(C(C21CCN(CC1)CCOC1=CC=C(C=C1)C1(COC1)S(=O)(=O)C)=O)CC(F)(F)F